3-(4-cyanothiazol-2-yl)propionic acid C(#N)C=1N=C(SC1)CCC(=O)O